ClC=1N=CC2=C(C=CC(=C2C1)C(C)C)N1CC(C1)CC[S@@](=O)C (S)-3-chloro-5-Isopropyl-8-(3-((methylsulfinylmethyl)methyl)azetidin-1-yl)isoquinoline